(S)-3-(5-(2,6-dichloro-4-fluorophenyl)quinolin-8-yl)-2-(2,6-difluoro-4-((S)-3-(trifluoromethyl)morpholino)benzoylamino)propionic acid ClC1=C(C(=CC(=C1)F)Cl)C1=C2C=CC=NC2=C(C=C1)C[C@@H](C(=O)O)NC(C1=C(C=C(C=C1F)N1[C@@H](COCC1)C(F)(F)F)F)=O